1-(4-Bromopyridin-2-yl)-3-cyclopentylurea BrC1=CC(=NC=C1)NC(=O)NC1CCCC1